ClC=1C(=NC2=CC(=CC=C2N1)Cl)N1C[C@H](CC1)N(C(C(C)C)=O)CC (S)-N-(1-(3,7-dichloroquinoxalin-2-yl)pyrrolidin-3-yl)-N-ethylisobutyramide